BrC=1C(N(C(N(C1)CC(=O)[O-])=O)CCSC)=O [5-bromo-3-(2-Methylsulfanyl-ethyl)-2,4-dioxo-3,4-dihydro-2H-pyrimidin-1-yl]-acetate